3-(piperidin-1-yl)benzene N1(CCCCC1)C=1C=CC=CC1